3-((R)-3-((S)-3-(3-(cyclopropylsulfonyl)phenoxy)-2-hydroxypropylamino)-1-oxa-8-azaspiro[4.5]decan-8-ylsulfonyl)-1-ethyl-6-fluoroquinolin-4(1H)-one C1(CC1)S(=O)(=O)C=1C=C(OC[C@H](CN[C@H]2COC3(C2)CCN(CC3)S(=O)(=O)C3=CN(C2=CC=C(C=C2C3=O)F)CC)O)C=CC1